C(CCC(=O)O)CCN ω-aminocaproic acid